[Si](C)(C)(C(C)(C)C)OCCCCC=O 5-[(tert-Butyldimethylsilyl)oxy]pentanal